4-(4-(6-(((1R,3s,5S)-1,5-dimethyl-9-azabicyclo[3.3.1]nonan-3-yl)(methyl)amino)pyridazin-3-yl)-3-hydroxyphenyl)pyridin C[C@]12CC(C[C@](CCC1)(N2)C)N(C2=CC=C(N=N2)C2=C(C=C(C=C2)C2=CC=NC=C2)O)C